ClC1=C(C=CC=C1NC(C1=NC=C(C=C1)CN1C[C@@H](CC1)O)=O)C1=C(C(=CC=C1)NC(=O)C1=CC=C(C=N1)CN1C[C@H](CC1)C(=O)O)C (S)-1-((6-(2'-chloro-3'-(5-(((R)-3-hydroxypyrrolidin-1-yl)methyl)picolinamido)-2-methylbiphenyl-3-ylcarbamoyl)pyridin-3-yl)methyl)pyrrolidine-3-carboxylic Acid